FC1(CCC(CC1)C1=CC=C(C=C1)B1OC(C(O1)(C)C)(C)C)F 2-(4-(4,4-difluorocyclohexyl)phenyl)-4,4,5,5-tetramethyl-1,3,2-dioxaborolane